N1C(=NC2=C1C=CC=C2)C2=CC(=NN2CC2=CC=C(C=C2)OC)C2=C(C(=O)N)C=CC(=C2Cl)OCCO [5-(1H-benzimidazol-2-yl)-1-[(4-methoxyphenyl)methyl]pyrazol-3-yl]-3-chloro-4-(2-hydroxyethoxy)benzamide